di-tert-butyl 2-((2-chloro-4-methyl-6-(trifluoromethyl)pyridin-3-yl)methyl)-3-oxopiperazine-1,4-dicarboxylate ClC1=NC(=CC(=C1CC1N(CCN(C1=O)C(=O)OC(C)(C)C)C(=O)OC(C)(C)C)C)C(F)(F)F